1,2-dihexadecanoyl-sn-glycerol C(CCCCCCCCCCCCCCC)(=O)OC[C@@H](OC(CCCCCCCCCCCCCCC)=O)CO